FC(C1=CN=C(N=N1)C(=O)N)(F)F 6-(trifluoromethyl)-1,2,4-triazin-3-amide